C(C)(=O)N1C(C(NC2=C(C1)C(=CN=C2)F)=O)C(C)CC 4-acetyl-3-(sec-butyl)-6-fluoro-1,3,4,5-tetrahydro-2H-pyrido[3,4-e][1,4]diazepin-2-one